C(C=C)OC1=CC(=C(C=C1OC)C(C)O)[N+](=O)[O-] 1-(4-allyloxy-5-methoxy-2-nitrophenyl)ethanol